[Ba].[Ni] Nickel-Barium